BrC1=CC(=C(C(=C1)C)C(C1=C2C(=C(N1)C(=O)OCC)CCC2)C2=C1C(=C(N2)C(=O)OCC)CCC1)C diethyl 3,3'-((4-bromo-2,6-dimethylphenyl)methylene)bis(2,4,5,6-tetrahydrocyclopenta[c]pyrrole-1-carboxylate)